N-methyl-2-(2-(3-(3-nitrophenyl)oxetan-3-yl)acetyl)hydrazine-carbothioamide CNC(=S)NNC(CC1(COC1)C1=CC(=CC=C1)[N+](=O)[O-])=O